NC1CCOC12CN(C2)C2=CC=CC(=N2)S(=O)(=O)NC2=NC(=C(C=C2)C(F)(F)F)C2=C(C=CC=C2)C 6-(8-amino-5-oxa-2-azaspiro[3.4]octan-2-yl)-N-(6-(o-tolyl)-5-(trifluoromethyl)pyridin-2-yl)pyridine-2-sulfonamide